tert-butyl (2R)-2-[[4-[4-[(10S)-4-(2-hydroxyphenyl)-1,5,6,8,12-pentazatricyclo[8.4.0.02,7]tetradeca-2,4,6-trien-12-yl]-1-piperidyl]-1-piperidyl]methyl]morpholine-4-carboxylate OC1=C(C=CC=C1)C=1C=C2N3CCN(C[C@@H]3CNC2=NN1)C1CCN(CC1)C1CCN(CC1)C[C@@H]1CN(CCO1)C(=O)OC(C)(C)C